6-bromo-2-(ethylamino)pyrido[2,3-d]pyrimidin-7(8H)-one BrC1=CC2=C(N=C(N=C2)NCC)NC1=O